FC(C1=NC=CC(=C1)C1=CC(=C(C=C1)O)I)F 4-(2-(difluoromethyl)pyridin-4-yl)-2-iodophenol